2,2,2-Trifluoroethane-1-sulfonyl chloride FC(CS(=O)(=O)Cl)(F)F